C(C)OC(CCCC(=O)C1=CC2=CC=CC=C2C=C1)=O 5-(naphthalen-2-yl)-5-oxopentanoic acid ethyl ester